2-[4-[4-[(2,6-dioxo-3-piperidyl)amino]-2-fluoro-phenyl]piperazin-1-yl]acetic acid O=C1NC(CCC1NC1=CC(=C(C=C1)N1CCN(CC1)CC(=O)O)F)=O